(E)-N-hydroxy-5-(3-(phenylsulfonamido)phenyl)pent-2-en-4-ynamide ONC(\C=C\C#CC1=CC(=CC=C1)NS(=O)(=O)C1=CC=CC=C1)=O